(2-formyl-6-methoxyphenyl)boronic acid C(=O)C1=C(C(=CC=C1)OC)B(O)O